O1C(=NC2=C1C=CC=C2)NC2=NC1=C(N2C)C=CC(=C1)C(=O)NCC1(COC1)O 2-(benzo[d]oxazol-2-yl-amino)-N-((3-hydroxy-oxetan-3-yl)methyl)-1-methyl-1H-benzo[d]-imidazole-5-carboxamide